FC1=C(C(=CC=C1)CN1CC(C1)F)CN (2-fluoro-6-((3-fluoro-azetidin-1-yl)methyl)phenyl)methylamine